CC1=C(C=C(C=C1)NC(C1=NC=CC(=C1)C(F)(F)F)=O)C1=CC2=C(N=C(N=C2)NC)N2C1=N[C@H](C2)C (S)-N-(4-methyl-3-(8-methyl-2-(methylamino)-8,9-dihydroimidazo[1',2':1,6]pyrido[2,3-d]pyrimidin-6-yl)phenyl)-4-(trifluoromethyl)picolinamide